2-naphthalenesulphonic acid C1=C(C=CC2=CC=CC=C12)S(=O)(=O)O